4-methylquinoline CC1=CC=NC2=CC=CC=C12